BrC=1C(=NC2=CC(=NC=C2C1)SC)Cl 3-bromo-2-chloro-7-(methylsulfanyl)-1,6-naphthyridine